C(C)(C)(C)OC(=O)N1C[C@@H](OCC1)C#C (S)-2-ethynyl-morpholine-4-carboxylic acid tert-butyl ester